2,3-dimethoxy-5,6-dimethylpyrazine COC1=NC(=C(N=C1OC)C)C